FCCCOC1=C(C(=C(C(=O)O)C(=C1)C=CC1=CC=C(C=C1)C(F)(F)F)O)CC=C(C)C 4-(3-fluoropropoxy)-2-hydroxy-3-(3-methylbut-2-en-1-yl)-6-(4-(trifluoromethyl)styryl)benzoic acid